FC1=C(ON2CCNCC2)C=CC(=C1)F 4-(2,4-difluorophenoxy)piperazine